tert-butyl (S)-2-cyano-4-(2-(1-ethyl-3-(trifluoromethyl)-1H-pyrazol-4-yl)-3-fluorophenyl)-4,7-dihydrothieno[2,3-c]pyridine-6(5H)-carboxylate C(#N)C1=CC2=C(CN(C[C@H]2C2=C(C(=CC=C2)F)C=2C(=NN(C2)CC)C(F)(F)F)C(=O)OC(C)(C)C)S1